chlorocalcium Cl[Ca]